N-((R)-sec-butyl)-1-(((S)-3-methyl-6-(4,4,4-trifluorobutoxy)-3,4-dihydronaphthalen-2-yl)methyl)azetidine-3-carboxamide [C@@H](C)(CC)NC(=O)C1CN(C1)CC1=CC2=CC=C(C=C2C[C@@H]1C)OCCCC(F)(F)F